C(C)(C)(C)OC(=O)N1C2CN(CC1CC2)C2=CC=1CCC(CC1C=C2)N 3-(6-amino-5,6,7,8-tetrahydronaphthalen-2-yl)-3,8-diazabicyclo[3.2.1]octane-8-carboxylic acid tert-butyl ester